FC1=C(C=C(C=C1)NC(=O)C1=C(N(C(=C1C)C(C(=O)NC1CCC(CC1)O)=O)C)C=1C=NC=CC1)C N-(4-fluoro-3-methylphenyl)-5-(2-(((1s,4s)-4-hydroxycyclohexyl)amino)-2-oxoacetyl)-1,4-dimethyl-2-(pyridin-3-yl)-1H-pyrrole-3-carboxamide